(m-toluenesulfonate) nickel (0) [Ni].CC1=CC(=CC=C1)S(=O)(=O)O